O=C1NCC=CCCCCN2CC3(COC4=CC=C(C(C1)C(=O)[O-])C=C24)CCCC2=CC=CC=C23 10'-oxo-3,4-dihydro-2H-spiro[naphthalene-1,19'-[17]oxa[1,9]diazatricyclo[11.7.2.0~16,21~]docosa[6,13,15,21]tetraene]-12'-carboxylate